3-bromo-2,5-dimethylaniline BrC=1C(=C(N)C=C(C1)C)C